[Ni].[Sb].[Sn] tin-antimony-nickel